C(CCC)N[C@@H](CCC(=O)O)C(=O)N[C@@H](CS)C(=O)O butyL-glutamyl-cysteine